hexamethylenebis(N-aminocarbonyl-phenylalanine) NC(=O)N([C@@H](CC1=CC=CC=C1)C(=O)O)CCCCCCN([C@@H](CC1=CC=CC=C1)C(=O)O)C(=O)N